[Na+].[Na+].C(=O)([O-])CC[Si](O)(O)O.C(=O)([O-])CC[Si](O)(O)O carboxyethylsilanetriol disodium salt